4-(4-Acryloylpiperazin-1-yl)-1-(2,6-dimethylphenyl)-6-fluoro-7-(2-fluoro-6-hydroxyphenyl)quinoline-2(1H)-one C(C=C)(=O)N1CCN(CC1)C1=CC(N(C2=CC(=C(C=C12)F)C1=C(C=CC=C1O)F)C1=C(C=CC=C1C)C)=O